Cl.COC=1C=C(C(=O)N)C=C(C1)[N+](=O)[O-] 3-methoxy-5-nitrobenzamide, hydrochloride